N-(4-(4-methylpiperazin-1-yl)phenyl)thiazole-2-carboxamide CN1CCN(CC1)C1=CC=C(C=C1)NC(=O)C=1SC=CN1